C(C)[C@@]12OC[C@@](CC1)(C2)C(=O)NC2=CC=C(C=C2)[C@@H](C)N2C(=NC=C2)C (1R,4R)-1-ethyl-N-(4-((R)-1-(2-methyl-1H-imidazol-1-yl)ethyl)phenyl)-2-oxabicyclo[2.2.1]heptane-4-carboxamide